tert-Butyl 5-{[(4S)-4-(benzyloxy)-D-prolyl]amino}-1H-pyrazolo[4,3-b]pyridine-1-carboxylate C(C1=CC=CC=C1)O[C@H]1C[C@@H](NC1)C(=O)NC1=CC=C2C(=N1)C=NN2C(=O)OC(C)(C)C